5-Hydroxy-2-methylindole-3-carboxylic acid ethyl ester C(C)OC(=O)C1=C(NC2=CC=C(C=C12)O)C